1-[2-[(1S)-1-(2,2-difluoro-1,3-benzodioxol-5-yl)ethoxy]-4-pyridinyl]-3-(trifluoromethyl)-4,5,6,7-tetrahydroindazol-7-ol FC1(OC2=C(O1)C=CC(=C2)[C@H](C)OC2=NC=CC(=C2)N2N=C(C=1CCCC(C21)O)C(F)(F)F)F